OC1CN(C1)C(CC1CCNCC1)=O 4-(2-(3-hydroxyazetidin-1-yl)-2-oxoethyl)piperidine